C(CCCCCCCCCCCCCCC)[Si](OCCOCC)(OCCOCC)OCCOCC Hexadecyl-tris-(2-ethoxyethoxy)silane